2-(1-{N-methyl-5-[(3-chloro-4-fluorophenyl)carbamoyl]-2H,4H,5H,6H,7H-pyrazolo[4,3-c]pyridine-3-amido}cyclopropyl)pyrimidine-5-carboxylic acid CN(C(=O)C=1NN=C2C1CN(CC2)C(NC2=CC(=C(C=C2)F)Cl)=O)C2(CC2)C2=NC=C(C=N2)C(=O)O